5-(2-(3-chloro-5-fluorophenyl)pyrrolidin-1-yl)pyrazolo[1,5-a]pyrimidin-3-yl-3-hydroxyazetidine-1-carboxamide ClC=1C=C(C=C(C1)F)C1N(CCC1)C1=NC=2N(C=C1)N=CC2C2N(CC2O)C(=O)N